C(C)N1C(N(N=C1CO)C1=C(C=C2[C@H]([C@H](CN(C2=C1)C(C)C)C1=C(C=CC=C1)C)O)F)=O 4-ethyl-2-((3S,4S)-6-fluoro-4-hydroxy-1-isopropyl-3-(o-tolyl)-1,2,3,4-tetrahydroquinolin-7-yl)-5-(hydroxymethyl)-2,4-dihydro-3H-1,2,4-triazol-3-one